2-(2-chloro-3-fluorophenyl)piperidine ClC1=C(C=CC=C1F)C1NCCCC1